phenyl-1,1-dioxothiane-4-carboxylate C1(=CC=CC=C1)OC(=O)C1CCS(CC1)(=O)=O